benzimidazole-1-yl-methanol N1(C=NC2=C1C=CC=C2)CO